ClC1=C(C(=C2C=NNC2=C1)C1=NC=CC2=C1C1(C=3N=C(N=C(C32)O)OC[C@]32CCCN2C[C@@H](C3)F)CC1)C1CC1 8'-(6-chloro-5-cyclopropyl-1H-indazol-4-yl)-2'-(((2R,7aS)-2-fluorotetrahydro-1H-pyrrolizin-7a(5H)-yl)methoxy)spiro[cyclopropane-1,9'-pyrido[4',3':3,4]cyclopenta[1,2-d]pyrimidin]-4'-ol